tert-butyl (4-aminobutyl)(3-((tert-butoxycarbonyl)amino)propyl)carbamate NCCCCN(C(OC(C)(C)C)=O)CCCNC(=O)OC(C)(C)C